2-[[8-(5-methyl-3-pyridyl)-3-oxo-1H-benzo[e]isoindol-2-yl]methyl]prop-2-enamide CC=1C=C(C=NC1)C=1C=CC2=C(C=3CN(C(C3C=C2)=O)CC(C(=O)N)=C)C1